ethyl (R)-7-methyl-4,5,6,7-tetrahydrothieno[2,3-c]pyridine-3-carboxylate hydrochloride Cl.C[C@H]1NCCC2=C1SC=C2C(=O)OCC